COC1=CC(=C(C(=O)NC=2C=NC(=NC2)N2CCN(CC2)C2=NC=CC=C2)C=C1)C 4-Methoxy-2-methyl-N-(2-(4-(pyridin-2-yl)piperazin-1-yl)pyrimidin-5-yl)benzamid